5-fluoro-1,3-dihydrobenzo[c]selenophene FC1=CC2=C(C[Se]C2)C=C1